NC=1C=2N(C3=CC(=CC=C3N1)C(=O)N1C(COCC1)C1=CC=C(C=C1)C(F)(F)F)C=CC2 (4-aminopyrrolo[1,2-a]quinoxalin-8-yl)(3-(4-(trifluoromethyl)phenyl)morpholino)methanone